(R)-N'-(4-(difluoromethoxy)-2,6-diisopropylphenyl-carbamoyl)-2-(2-hydroxypropan-2-yl)thiazole-5-sulfonimidamide FC(OC1=CC(=C(C(=C1)C(C)C)NC(=O)N=[S@](=O)(N)C1=CN=C(S1)C(C)(C)O)C(C)C)F